COC1=CC(=NC=C1)CO (4-methoxypyridin-2-yl)methanol